gluconic acid-taurine salt NCCS(=O)(=O)O.O=C([C@H](O)[C@@H](O)[C@H](O)[C@H](O)CO)O